FC(C(C)OC1=C(C(=O)[O-])C=CC=C1)(F)F ((1,1,1-trifluoropropan-2-yl)oxy)benzoate